OC1=C(C=CC(=C1)O)C(CC1=CC=C(C=C1)O)=O 1-(2,4-dihydroxyphenyl)-2-(4-hydroxyphenyl)-ethanone